1-{3-fluoro-4-[7-(5-methyl-1H-imidazol-2-yl)-1-oxo-2,3-dihydro-1H-isoindol-4-yl]-phenyl}-3-(2,4,6-trifluoro-phenyl)-urea FC=1C=C(C=CC1C1=C2CNC(C2=C(C=C1)C=1NC(=CN1)C)=O)NC(=O)NC1=C(C=C(C=C1F)F)F